The molecule is a monocarboxylic acid anion resulting from the deprotonation of the carboxy group of succinamic acid; major species at pH 7.3. It is a conjugate base of a succinamic acid. C(CC(=O)[O-])C(=O)N